γ-methacryloxypropylethoxydimethoxysilane C(C(=C)C)(=O)OCCC[Si](OC)(OC)OCC